7-fluoro-2-(trifluoromethyl)-3-[1-(3,3,3-trifluoropropyl)-1H-pyrazol-4-yl]4H-pyrido[1,2-a]pyrimidin-4-one FC=1C=CC=2N(C(C(=C(N2)C(F)(F)F)C=2C=NN(C2)CCC(F)(F)F)=O)C1